IC1=CC=C(C=C1)CCCC(=O)NCCCCCN1CC(OB(OC(C1)=O)[C@H](CC(C)C)NC([C@H](CC1=CC=CC=C1)NC(=O)C1=NC=CN=C1)=O)=O N-((S)-1-(((R)-1-(6-(5-(4-(4-iodophenyl)butanamido)pentyl)-4,8-dioxo-1,3,6,2-dioxazaborocan-2-yl)-3-methylbutyl)amino)-1-oxo-3-phenylpropan-2-yl)pyrazine-2-carboxamide